C(C=C)(=O)NC=1C(=CC(=C(C1)NC1=NC=C(C(=N1)N1C(N2CCCC3=CC=CC1=C23)=O)C(=O)OCC)OC)N(C)CCN(C)C ethyl 2-((5-acrylamido-4-((2-(dimethylamino)ethyl) (methyl)amino)-2-methoxyphenyl)amino)-4-(2-oxo-5,6-dihydro-4H-imidazo[4,5,1-ij]quinolin-1(2H)-yl)pyrimidine-5-carboxylate